2-(4-fluoro-2-methoxyphenoxy)-4-(perfluoroethyl)-N-(3-sulfamoylphenyl)benzamide FC1=CC(=C(OC2=C(C(=O)NC3=CC(=CC=C3)S(N)(=O)=O)C=CC(=C2)C(C(F)(F)F)(F)F)C=C1)OC